C(CCC)P(C12CC3CC(CC(C1)C3)C2)C23CC1CC(CC(C2)C1)C3 n-butyl-(di-adamantylphosphine)